N1=CC=C(C=C1)CONC(=O)C1=NC(=CN=C1)C=1C=NC(=CC1)OC(F)(F)F N-(pyridin-4-ylmethoxy)-6-(6-(trifluoromethoxy)pyridin-3-yl)pyrazine-2-carboxamide